2'-biphenyl-dimethanol C=1(C(=CC=CC1)CO)C=1C(=CC=CC1)CO